di(4-iodophenyl)amine IC1=CC=C(C=C1)NC1=CC=C(C=C1)I